BrC=1C(NC(N(C1)[C@H]1C[C@@H]([C@H](O1)C(=O)O)O)=O)=O (2S,3S,5R)-5-(5-bromo-2,4-dioxo-3,4-dihydropyrimidin-1(2H)-yl)-3-hydroxytetrahydrofuran-2-carboxylic acid